(diethoxy) ethyl phosphate P(=O)(OOCC)(OOCC)OCC